dimethyl-(tetraethyl-cyclopentadienyl)(n-propyl-cyclopentadienyl)zirconium C[Zr](C1(C=CC=C1)CCC)(C1(C(=C(C(=C1)CC)CC)CC)CC)C